2-((1-cyclopropyl-1H-pyrazol-4-yl)amino)-4-((2-ethylbenzyl)amino)pyrimidin-5-carboxamide C1(CC1)N1N=CC(=C1)NC1=NC=C(C(=N1)NCC1=C(C=CC=C1)CC)C(=O)N